FC1=C(C=C(C=C1)F)[N+](=O)[O-] 1,4-difluoro-2-nitro-benzene